OC=1C=C(C2=C(OC(OC2=O)(C)C)C1C1C=C(CCC1)C)CCCCC 7-hydroxy-2,2-dimethyl-8-(3-methylcyclohex-2-en-1-yl)-5-pentyl-4H-benzo[d][1,3]dioxin-4-one